6-(t-butyldithio)hexanoic acid C(C)(C)(C)SSCCCCCC(=O)O